N-ethyl-3-(3,3,3-trifluoropropanesulphinyl)propanamide C(C)NC(CCS(=O)CCC(F)(F)F)=O